CC1(OB(OC1(C)C)C1=CC=C(OC=2C=C(C=CC2)NC(OC(C)(C)C)=O)C=C1)C tert-butyl (3-(4-(4,4,5,5-tetramethyl-1,3,2-dioxaborolan-2-yl)phenoxy)phenyl)carbamate